6-cyclopropaneamido-4-{[3-methoxy-4-(5-methyl-1,2,4-oxadiazol-3-yl)pyridin-2-yl]amino}-N-(2H3)methylpyridazine-3-carboxamide C1(CC1)C(=O)NC1=CC(=C(N=N1)C(=O)NC([2H])([2H])[2H])NC1=NC=CC(=C1OC)C1=NOC(=N1)C